(3R)-2-[(5-Chloropyridin-2-yl)methyl]-3-(3,4-difluorophenyl)-3-({1-[hydroxy(2H2)methyl]cyclopropyl}(2H2)methoxy)-6-(2-hydroxypropan-2-yl)-2,3-dihydro-1H-isoindol-1-on ClC=1C=CC(=NC1)CN1C(C2=CC(=CC=C2[C@]1(OC([2H])([2H])C1(CC1)C([2H])([2H])O)C1=CC(=C(C=C1)F)F)C(C)(C)O)=O